COC1=CC=C(CN2C(C3=C(C24CCCCC4)C=C(S3)NC=3C4=C(N=CN3)SC3=C4CCC(C3)C(=O)OCC)=O)C=C1 Ethyl 4-((5'-(4-methoxybenzyl)-6'-oxo-5',6'-dihydrospiro[cyclohexane-1,4'-thieno[2,3-c]pyrrol]-2'-yl)amino)-5,6,7,8-tetrahydrobenzo[4,5]thieno[2,3-d]pyrimidine-7-carboxylate